CN(CC#CC=1N=CSC1C1=CC=C(C=C1)[C@H](C)NC(OC(C)(C)C)=O)C tert-Butyl N-[(1S)-1-[4-[4-[3-(dimethylamino)prop-1-ynyl]thiazol-5-yl]phenyl]ethyl]carbamate